C(C)N=[Ta](N(C)C)(N(C)C)N(C)C ethyl-iminotri(dimethylamino)tantalum